ClC1=CC=C(C=C1)C1=C(CCC(C1)(C)C)C(=O)N1CCN(CC1)NC=1C=C2CN(C(C2=CC1)=O)C1C(NC(CC1)=O)=O 3-(5-((4-(4'-chloro-5,5-dimethyl-3,4,5,6-tetrahydro-[1,1'-biphenyl]-2-carbonyl)piperazine-1-yl)amino)-1-oxoisoindolin-2-yl)piperidine-2,6-dione